3-cyclopropyl-1H-pyrazole-5-carbaldehyde C1(CC1)C1=NNC(=C1)C=O